[Cl-].[Cl-].[Cl-].[Cl-].[Zr+4] Zirconium Tetrachlorid